13-((methylamino)methyl)-2,5,8,11,14-pentaoxahexadecan-16-ol CNCC(COCCOCCOCCOC)OCCO